5-((4-((4-((5-amino-1-(3-methylthiophene-2-carbonyl)-1H-1,2,4-triazol-3-yl)amino)phenyl)sulfonyl)piperazin-1-yl)methyl)-2-(2,4-dioxotetrahydropyrimidine-1(2H)-yl)isoindoline-1,3-dione NC1=NC(=NN1C(=O)C=1SC=CC1C)NC1=CC=C(C=C1)S(=O)(=O)N1CCN(CC1)CC=1C=C2C(N(C(C2=CC1)=O)N1C(NC(CC1)=O)=O)=O